2-isopropyl-(isoquinolin-3-yl)benzene-1,3-diol C(C)(C)C1=C(C=CC(=C1O)C=1N=CC2=CC=CC=C2C1)O